CN1CC(C1)(C)[C@@](C=1C=C(C=NC1)C#CC(CC)(O)C1=NC(=CC=C1)OC)(C1=CC=C(C=C1)C(C)C)O 1-{5-[(R)-(1,3-Dimethyl-azetidin-3-yl)-hydroxy-(4-isopropyl-phenyl)-methyl]-pyridin-3-yl}-3-(6-methoxy-pyridin-2-yl)-pent-1-yn-3-ol